CN(C1CCN(CC1)C(=O)C1=CC=C(C=C1)NC(=O)NC1=CC=C(C=C1)C1=NC(=NC(=N1)N1CCOCC1)N1CCOCC1)C N-[4-[[4-(Dimethylamino)-1-piperidinyl]carbonyl]phenyl]-N'-[4-(4,6-di-4-morpholinyl-1,3,5-triazin-2-yl)phenyl]urea